2-((4-(bicyclo[2.2.1]heptan-2-ylamino)-6-(pyrrolidin-3-ylamino)-1,3,5-triazin-2-yl)amino)benzo[d]thiazole-6-carboxylic acid C12C(CC(CC1)C2)NC2=NC(=NC(=N2)NC2CNCC2)NC=2SC1=C(N2)C=CC(=C1)C(=O)O